(N-[4-Amino-5-(6-bromopyridin-3-carbonyl)thiazol-2-yl]-4-fluoroanilino)propanamid NC=1N=C(SC1C(=O)C=1C=NC(=CC1)Br)N(C1=CC=C(C=C1)F)C(C(=O)N)C